COC(OC)[SiH2]CCC(F)(F)F dimethoxymethyltrifluoropropyl-silane